3-(2,7-dichloro-8-fluoro-pyrido[4,3-d]pyrimidin-4-yl)-3,6-diazabicyclo[3.1.1]heptane-6-carboxylic acid tert-butyl ester C(C)(C)(C)OC(=O)N1C2CN(CC1C2)C=2C1=C(N=C(N2)Cl)C(=C(N=C1)Cl)F